(R)-2-((2E,5S,6R,7E)-5-((tert-butyldimethylsilyl)oxy)-6-methyl-8-(pyridine-4-Yl)octa-2,7-dienamido)-3-(3-chloro-4-methoxyphenyl)propionic acid methyl ester COC([C@@H](CC1=CC(=C(C=C1)OC)Cl)NC(\C=C\C[C@@H]([C@@H](\C=C\C1=CC=NC=C1)C)O[Si](C)(C)C(C)(C)C)=O)=O